CCCCNC(=O)C(C(OC)OC)NC(=O)/C(=N\\OC)/C1=CC=CO1 The molecule is a monocarboxylic acid amide obtained by formal condensation between N-butyl-3,3-dimethoxyalaninamide and (2Z)-2-(2-furyl)-2-(methoxyimino)acetic acid. It is a member of furans, an oxime O-ether, an acetal and a monocarboxylic acid amide.